[Si]12(OCCN(CCO1)CCO2)CCCCCCCCCCC 11-(2,8,9-trioxa-5-aza-1-silabicyclo[3.3.3]undecane-1-yl)undecane